2-(1-(3-Methoxy-4-((6-methoxypyridin-3-yl)methoxy)benzyl)-1H-benzo[d]imidazol-5-yl)-5-(piperidin-4-yl)-1,3,4-oxadiazole COC=1C=C(CN2C=NC3=C2C=CC(=C3)C=3OC(=NN3)C3CCNCC3)C=CC1OCC=1C=NC(=CC1)OC